1H-benzo[d]imidazol-2-d1 N1C(=NC2=C1C=CC=C2)[2H]